ClC=1C(=CC(=C(C1)NC(=O)C=1C(=NC(=C(C1O)C1=C(C=C(C=C1)F)C)C)C)F)OC1=CC=NC2=CC(=CN=C12)OC N-[5-chloro-2-fluoro-4-[(7-methoxy-1,5-naphthyridin-4-yl)oxy]phenyl]-5-(4-fluoro-2-methylphenyl)-4-hydroxy-2,6-dimethylpyridine-3-carboxamide